C(C)(C)(C)N1C[C@H](N(S(C2=C1C=C(C(=C2)O\C=C(\C(=O)O)/F)SC)(=O)=O)C)CCCC (R,Z)-3-((5-(tert-butyl)-3-butyl-2-methyl-7-(methylthio)-1,1-dioxido-2,3,4,5-tetrahydrobenzo[f][1,2,5]thiadiazepin-8-yl)oxy)-2-fluoroacrylic acid